methyl (S)-2-((5-fluoro-2-oxo-1,2-dihydropyridin-4-yl)amino)-3,3-dimethylbutanoate FC=1C(=CC(NC1)=O)N[C@H](C(=O)OC)C(C)(C)C